(5-(3,5-Difluorophenyl)-4,5-dihydro-1H-pyrazol-1-yl)(3-(fluoromethyl)-bicyclo[1.1.1]pentan-1-yl)methanone FC=1C=C(C=C(C1)F)C1CC=NN1C(=O)C12CC(C1)(C2)CF